C(C1=CC=CC=C1)N1[C@@H](CCC1)C(=O)OC methyl benzyl-L-prolinate